7-(4-(2-(((trifluoromethyl)sulfonyl)oxy)phenyl)piperidin-1-yl)-5-oxa-2-azaspiro[3.4]octane-2-carboxylate FC(S(=O)(=O)OC1=C(C=CC=C1)C1CCN(CC1)C1COC2(CN(C2)C(=O)[O-])C1)(F)F